(S)-2-(N-[4-Amino-5-[6-(difluoromethoxy)pyridin-3-carbonyl]thiazol-2-yl]-4-fluoroanilino)propanamid NC=1N=C(SC1C(=O)C=1C=NC(=CC1)OC(F)F)N(C1=CC=C(C=C1)F)[C@H](C(=O)N)C